[2-[4-[1-(2,2-difluoro-1,3-benzodioxol-5-yl)-3-isopropyl-pyrazol-4-yl]piperazin-1-yl]ethyl]-1,4-thiazinane 1,1-dioxide FC1(OC2=C(O1)C=CC(=C2)N2N=C(C(=C2)N2CCN(CC2)CCC2S(CCNC2)(=O)=O)C(C)C)F